FC(CO)(F)F 2,2,2-tri-fluoro-ethanol